(1-propylnonyl)benzene C(CC)C(CCCCCCCC)C1=CC=CC=C1